C(C1=CC=CC=C1)(C1=CC=CC=C1)(C1=CC=CC=C1)SCC(C)N 3-(tritylthio)propan-2-amine